F[C@H]1C[C@H](N2N=C(N=C21)SCC2=CC=C(C=C2)OC)C2=CC=CC=C2 |r| rac-(5S,7S)-7-fluoro-2-[(4-methoxyphenyl)methylsulfanyl]-5-phenyl-6,7-dihydro-5H-pyrrolo[1,2-b][1,2,4]triazole